(2-chloro-6-methylphenyl)-4-methoxy-2-((3-methyl-4-(1-methylpiperidin-4-yl)phenyl)amino)pyrimidine-5-carboxamide ClC1=C(C(=CC=C1)C)C1=C(C(=NC(=N1)NC1=CC(=C(C=C1)C1CCN(CC1)C)C)OC)C(=O)N